CC1=CC(=C(C=C1)C)Br Bromo-p-Xylene